(E)-N-hydroxy-1-[5-(1-methoxyethyl)-1-cyclohexen-1-yl]methanimine O/N=C/C1=CCCC(C1)C(C)OC